2-methoxy-5-(1-methyl-1H-pyrazol-4-yl)-6-(4-methylpiperazin-1-yl)pyridin COC1=NC(=C(C=C1)C=1C=NN(C1)C)N1CCN(CC1)C